2-(1-(3-bromo-4-fluorophenyl)-1H-pyrazol-4-yl)acetonitrile BrC=1C=C(C=CC1F)N1N=CC(=C1)CC#N